methyl (2-(3-(5-(((S)-1-cyclopropylethyl)carbamoyl)-1-(3,3,3-trifluoro-2-hydroxypropyl)-1H-pyrazol-3-yl)phenyl)oxazole-5-carbonyl)-L-valinate C1(CC1)[C@H](C)NC(=O)C1=CC(=NN1CC(C(F)(F)F)O)C=1C=C(C=CC1)C=1OC(=CN1)C(=O)N[C@@H](C(C)C)C(=O)OC